3'-chloro-N-hydroxy-6-(3-(4-(3-(pyridin-3-yl)ureido)phenoxy)azetidin-1-yl)-[1,1'-biphenyl]-2-carboxamide ClC=1C=C(C=CC1)C=1C(=CC=CC1N1CC(C1)OC1=CC=C(C=C1)NC(=O)NC=1C=NC=CC1)C(=O)NO